BrC=1C=C(C(=NC1)N1CC(C1)N(C)C)[N+](=O)[O-] (5-bromo-3-nitropyridin-2-yl)-N,N-dimethylazetidin-3-amine